FC12CCC(CC1)(CC2)COC2=NN=C(S2)N 5-((4-fluoro-bicyclo(2.2.2)octan-1-yl)methoxy)-1,3,4-thiadiazol-2-amine